3-(8-fluoro-5H-imidazo[5,1-a]isoindol-5-yl)-tetrahydro-2H-pyran-4-ol FC1=CC=C2C(N3C(C2=C1)=CN=C3)C3COCCC3O